C(C)(C)(C)OC(=O)N(C1=CC(=NC=2N1N=CC2C2CCC2)NC[C@@H]2[C@H](CN(CC2)C(=O)OC(C)(C)C)O)C2=CC(=CC=C2)C#N tert-butyl (3R,4R)-4-((7-((tert-butoxycarbonyl)(3-cyanophenyl)amino)-3-cyclobutylpyrazolo[1,5-a]pyrimidin-5-yl)aminomethyl)-3-hydroxypiperidine-1-carboxylate